N[C@H](CO)C(=O)O D-Serin